(R)-8-fluoro-2-methyl-6-((2-(trimethylsilyl)ethoxy)methyl)-1,2,3,6-tetrahydropyrrolo[3',2':5,6]pyrido[2,3-b][1,4]oxazine FC1=CN(C=2C1=CC1=C(OC[C@H](N1)C)N2)COCC[Si](C)(C)C